(2E,6Z)-nona-2,6-dien-1-al C(\C=C\CC\C=C/CC)=O